(S)-6'-chloro-2'-oxo-1'-(1-propyl-1H-pyrazol-4-yl)-1,3-dihydrospiro[indene-2,3'-indoline]-5-carboxylic acid ClC1=CC=C2[C@]3(C(N(C2=C1)C=1C=NN(C1)CCC)=O)CC1=CC=C(C=C1C3)C(=O)O